5-((1E,3E)-4-(6-Methoxybenzo[d]thiazol-2-yl)buta-1,3-dienyl)pyridin-2-amine COC1=CC2=C(N=C(S2)/C=C/C=C/C=2C=CC(=NC2)N)C=C1